2-dimethylamino-1,1-dimethylethylamine CN(CC(C)(C)N)C